(E)-N-(4-(1-(4-(1-(2-((2-(2,6-dioxopiperidin-3-yl)-1,3-dioxoisoindolin-4-yl)thio)acetyl)piperidin-4-yl)benzoyl)piperidin-4-yl)butyl)-3-(pyridin-3-yl)acrylamide O=C1NC(CCC1N1C(C2=CC=CC(=C2C1=O)SCC(=O)N1CCC(CC1)C1=CC=C(C(=O)N2CCC(CC2)CCCCNC(\C=C\C=2C=NC=CC2)=O)C=C1)=O)=O